5-Bromo-2,4-dichloro-6-methylpyrimidine BrC=1C(=NC(=NC1C)Cl)Cl